[O-2].[Zr+4].[Ni+2].[O-2].[O-2] Nickel-Zirconium oxide